BrC1=C2C(=NC(=NC2=CC=C1)NN)N(C1=CC=CC=C1)C 5-bromo-2-hydrazinyl-N-methyl-N-Phenylquinazolin-4-amine